BrC=1C=C2C(=C(C(N(C2=CC1)C)=O)C#N)N1CCC(CC1)SC1=CC=CC=C1 6-bromo-1-methyl-2-oxo-4-[4-(phenylthio)piperidin-1-yl]-1,2-dihydroquinoline-3-carbonitrile